propyl (methyl)acrylate CC(C(=O)OCCC)=C